C(C)O[Si](CCCSSSSCCC[Si](OCC)(OCC)OCC)(OCC)OCC [3-(Triethoxysilyl)propyl]tetrasulfide